NC1=C(C(=O)NC(C)C)C=C(C=N1)C1=C(C=C(C=C1)NC(C(C1=CC=CC=C1)(F)F)=O)C 2-amino-5-(4-(2,2-difluoro-2-phenylacetamido)-2-methylphenyl)-N-isopropylnicotinamide